(S)-2-(5-fluoropyrimidin-2-yl)-1,2,3,4,10,10a-hexahydropyrazino[1,2-a]indol-8-amine FC=1C=NC(=NC1)N1C[C@H]2N(C=3C=CC(=CC3C2)N)CC1